IC=1C=NN2C1N=C(C=C2)C2=CC=C(C(=O)OC(C)C)C=C2 isopropyl 4-(3-iodopyrazolo[1,5-a]pyrimidin-5-yl)benzoate